1,2-bis(piperidin-4-yl)ethane N1CCC(CC1)CCC1CCNCC1